(R)-1-(4-((5-(1-(3,3-difluoropropyl)-1H-benzo[d][1,2,3]triazol-6-yl)-4-methoxypyrrolo[2,1-f][1,2,4]triazin-2-yl)amino)-3,3-difluoropiperidin-1-yl)ethan-1-one-2,2,2-d3 FC(CCN1N=NC2=C1C=C(C=C2)C=2C=CN1N=C(N=C(C12)OC)N[C@H]1C(CN(CC1)C(C([2H])([2H])[2H])=O)(F)F)F